N-tert-butoxycarbonyl-N'-benzyloxycarbonyl-D-lysine C(C)(C)(C)OC(=O)N[C@H](CCCCNC(=O)OCC1=CC=CC=C1)C(=O)O